N-(3-methoxybenzyl)-4-methyl-oxazol-2-amine COC=1C=C(CNC=2OC=C(N2)C)C=CC1